COC=1C=C(C=C(C1)OC)B(O)O (3,5-dimethoxyphenyl)boronic acid